CC(CCCNCCCCCN)C N-(4-methylpentyl)pentane-1,5-diamine